O=C(CNC(CC)=O)C1=CC=C(C=C1)C1=NOC(=N1)C(F)(F)F N-(2-oxo-2-(4-(5-(trifluoromethyl)-1,2,4-oxadiazol-3-yl)phenyl)ethyl)propionamide